B(O)(O)O.[N+](=O)([O-])C1=NNC(=N1)NC(NC1=NC(=NN1)[N+](=O)[O-])=N bis(3-nitro-1,2,4-triazolyl)guanidine borate salt